4-(1-(4-Chlorobenzyl)-1H-pyrazol-4-yl)-2-(4,5-dimethyl-1H-imidazol-2-yl)pyridine Trifluoroacetate Salt FC(C(=O)O)(F)F.ClC1=CC=C(CN2N=CC(=C2)C2=CC(=NC=C2)C=2NC(=C(N2)C)C)C=C1